ClC=1C=C(COC2=CC=C(C=C2)C2C=CC=CC2)C=CC1Cl 2-(4-((3,4-dichlorobenzyl)oxy)phenyl)-2,3-dihydrobenzene